potassium sulfoterephthalic acid S(=O)(=O)(O)C1=C(C(=O)O)C=CC(=C1)C(=O)O.[K]